4,9a-propanocyclopenta[8]annulen-5-yl (1-hydroxy-1,3-dihydrobenzo[c][1,2]oxaborole-6-carbonyl)carbamate 1-hydroxy-1,3-dihydrobenzo[c][1,2]oxaborole-6-carboxylate OB1OCC2=C1C=C(C=C2)C(=O)O.OB2OCC1=C2C=C(C=C1)C(=O)NC(OC1=C2C=3C(C=CC=C1)(C=CC3)CCC2)=O